4-(4-cyclobutylpiperazin-1-yl)pyridin-3-amine C1(CCC1)N1CCN(CC1)C1=C(C=NC=C1)N